FC1=CC2=C(CN3C(C=4N(N(C2)C3)C=C(C(C4O)=O)C(=O)NCC4=C(C=C(C=C4F)F)F)=O)C=C1 9-fluoro-1-hydroxy-2,14-dioxo-N-(2,4,6-trifluorobenzyl)-2,7,12,14-tetrahydro-6,13-methanobenzo[g]pyrido[1,2-b][1,2,5]triazonine-3-carboxamide